COCCN1N=CC(=C1C1CCN(CC1)C(=O)OC(C)(C)C)C tert-butyl 4-(1-(2-methoxyethyl)-4-methyl-1H-pyrazol-5-yl)piperidine-1-carboxylate